C(#N)[C@@H](C[C@@H]1C(NCC1)=O)NC(=O)[C@@H]1N([C@H]2CC([C@@H]1CC2)(F)F)C([C@H](NC(C(F)(F)F)=O)CC(C)C)=O (1R,3R,4R)-N-((R)-1-cyano-2-((R)-2-oxopyrrolidin-3-yl)ethyl)-5,5-difluoro-2-((2,2,2-trifluoroacetyl)-D-leucyl)-2-azabicyclo[2.2.2]octane-3-carboxamide